FC1=C(C=CC=C1)NC1=NC=NC2=CC(=CC=C12)C(=O)NCCCCCCNC=1C2=CC(=CC=C2N=C2CCCCC12)C 4-((2-fluorophenyl)amino)-N-(6-((7-methyl-1,2,3,4-tetrahydroacridin-9-yl)amino)hexyl)quinazoline-7-carboxamide